4-(2-(3-(3-chloro-2-fluoro-6-(1H-tetrazol-1-yl)phenyl)acrylamido)-3-(3-(4-methyl-2-oxopiperazin-1-yl)phenyl)propanamido)benzoic acid ClC=1C(=C(C(=CC1)N1N=NN=C1)C=CC(=O)NC(C(=O)NC1=CC=C(C(=O)O)C=C1)CC1=CC(=CC=C1)N1C(CN(CC1)C)=O)F